FC1=C(C=CC(=C1)F)O.[Na] sodium 2,4-difluorophenol